tert-butyl 6-(3-bromophenyl)-6-(4-methyl-4H-1,2,4-triazol-3-yl)-2-azaspiro[3.3]heptane-2-carboxylate BrC=1C=C(C=CC1)C1(CC2(CN(C2)C(=O)OC(C)(C)C)C1)C1=NN=CN1C